benzyl 2,3-butadienoate C(C=C=C)(=O)OCC1=CC=CC=C1